3-(3-hydroxypropyl)phenylboronic acid OCCCC=1C=C(C=CC1)B(O)O